2-[1H-benzimidazol-2-yl-(5-fluoro-2-hydroxy-phenyl)methyl]-6-[2-(1-methyl-4-piperidyl)-ethynyl]isoindolin-1-one N1C(=NC2=C1C=CC=C2)C(N2C(C1=CC(=CC=C1C2)C#CC2CCN(CC2)C)=O)C2=C(C=CC(=C2)F)O